C(C)(C)(C)OC(C(=O)NC1=C(C=CC(=C1)Cl)C(NC)=O)=O.[Cl-].ClC1=[N+](C2=C(N1C)C=CC=C2)C 2-chloro-1,3-dimethyl-1H-benzimidazol-3-ium chloride Tert-butyl-2-((5-chloro-2-(methylcarbamoyl)phenyl)amino)-2-oxoacetate